COC1=C(C=C(C=C1)OC1=NC=CC(=C1)C(F)(F)F)C1(N(C(CC1)=O)C(COC)=O)C(=O)N (2-methoxy-5-((4-(trifluoromethyl)-pyridin-2-yl)oxy)phenyl)-1-(2-methoxyacetyl)-5-oxopyrrolidine-2-carboxamide